(3S)-4-amino-N-((1-cyanocyclopropyl)methyl)-N-((5-cyano-2-pyridinyl)methyl)-3-methyl-1,3-dihydrofuro[3,4-c]quinoline-8-carboxamide NC1=NC=2C=CC(=CC2C2=C1[C@@H](OC2)C)C(=O)N(CC2=NC=C(C=C2)C#N)CC2(CC2)C#N